(4-bromo-6-fluoro-pyrazolo[1,5-a]pyridin-3-yl)methanol BrC=1C=2N(C=C(C1)F)N=CC2CO